β-D-galactopyranosyl-(1→4)D-glucopyranose [C@@H]1([C@H](O)[C@@H](O)[C@@H](O)[C@H](O1)CO)O[C@H]1[C@@H]([C@H](C(O)O[C@@H]1CO)O)O